C1=CC=CC=2C3=CC=CC=C3C(C12)COC(=O)N[C@@H](CC(=O)OC(C)(C)C)COCCC t-Butyl (3S)-3-(9-fluorenyl)methoxycarbonylamino-4-n-propoxybutyrate